C(C)(=O)NC1=C(C(=O)N(C)C)C=CC(=C1)B1OC(C(O1)(C)C)(C)C 2-acetamido-N,N-dimethyl-4-(4,4,5,5-tetramethyl-1,3,2-dioxaborolan-2-yl)benzamide